2-[5-methyl-4-(2-methylpyrazol-3-yl)imidazol-1-yl]-N-(5-pyrazin-2-yl-2-pyridyl)acetamide CC1=C(N=CN1CC(=O)NC1=NC=C(C=C1)C1=NC=CN=C1)C=1N(N=CC1)C